{4-[6-amino-5-(2,6-dichloro-benzyloxy)-pyridin-3-yl]-phenyl}-{(2S)-2-[(3R)-3-hydroxy-pyrrolidin-1-ylmethyl]-pyrrolidin-1-yl}-methanone NC1=C(C=C(C=N1)C1=CC=C(C=C1)C(=O)N1[C@@H](CCC1)CN1C[C@@H](CC1)O)OCC1=C(C=CC=C1Cl)Cl